6-Hexyl-7-hydroxy-3-[4-(4-phenoxy-phenyl)-thiazol-2-yl]-chromen-2-one C(CCCCC)C=1C=C2C=C(C(OC2=CC1O)=O)C=1SC=C(N1)C1=CC=C(C=C1)OC1=CC=CC=C1